C(C(=O)C)NC(=O)C=1C=C2C3(C(NC2=CC1)=O)CCC(CC3)OC3=NC=C(C=C3Cl)Cl N-acetonyl-cis-4-[(3,5-dichloro-2-pyridyl)oxy]-2'-oxo-spiro[cyclohexane-1,3'-indoline]-5'-carboxamide